NC1=C(C2=C(C=3N=CC=NC3C=C2)N1C1=C(C(=CC=C1C)O)C)C(=O)N 8-amino-9-(3-hydroxy-2,6-dimethylphenyl)pyrrolo[2,3-f]quinoxaline-7-carboxamide